FC1=C(C(=C(C(=C1[B-](C1=C(C(=C(C(=C1F)F)F)F)F)(C1=C(C(=C(C(=C1F)F)F)F)F)C1=C(C(=C(C(=C1F)F)F)F)F)F)F)F)F.C[NH+](CCCCCCCCCCCC)CCCCCCCCCCCC methyl-bis(dodecyl)ammonium tetrakis(pentafluorophenyl)borate